C1=CCCC=C1 3,4-dihydrobenzol